C1(CC1)C=1C=CC=C2C(=CN(C12)C)NC([O-])=O 7-cyclopropyl-1-methyl-1H-indol-3-ylcarbamate